Br.BrCC(=O)C1=NC=C(C=C1)Cl 2-Bromo-1-(5-chloropyridin-2-yl)ethane-1-one hydrobromide